ClC1=C(C=C(C=C1)[C@@H]1N(OCC1)C1=CC(=NC=N1)NC=1C(=CC(=C(C1)NC(C=C)=O)N1C[C@H](CC1)N1CCOCC1)OC)F N-(5-((6-((R)-3-(4-chloro-3-fluorophenyl)isoxazolidine-2-yl)pyrimidine-4-yl)amino)-4-methoxy-2-((S)-3-morpholinopyrrolidine-1-yl)phenyl)acrylamide